[C@@H]12CNC[C@H]2C1C=1C=C(C=CC1)C(C(=O)OC)(C)C methyl 2-(3-((1r,5s,6s)-3-azabicyclo[3.1.0]hexan-6-yl) phenyl)-2-methylpropionate